BrC1=C(C(=NC=C1)CO[Si](C)(C)C(C)(C)C)F bromo-2-(((tert-butyldimethylsilyl)oxy)methyl)-3-fluoropyridine